BrC1=C(C=CC=C1)NC1=NC(=NC=C1C(=O)N)NC1=C(C=C2CCN(CC2=C1)C1COC1)OC 4-((2-bromophenyl)amino)-2-((6-methoxy-2-(oxetan-3-yl)-1,2,3,4-tetrahydroisoquinolin-7-yl)amino)pyrimidine-5-carboxamide